l-3-ethylimidazolium tetrafluoroborate F[B-](F)(F)F.C(C)[N+]1=CNC=C1